N,N-dimethyl-3-phenylcyclopent-3-ene-1-carboxamide CN(C(=O)C1CC(=CC1)C1=CC=CC=C1)C